di-tert-butyl-[2-(1,3,5-triphenylpyrazol-4-yl)pyrazol-3-yl]phosphane C(C)(C)(C)P(C=1N(N=CC1)C=1C(=NN(C1C1=CC=CC=C1)C1=CC=CC=C1)C1=CC=CC=C1)C(C)(C)C